O[C@H]1[C@@H](O[C@@H]([C@H]1O)CI)N1C2=NC=NC(=C2N=C1)N1[C@@H](CCC1)C(=O)O (9-((2R,3R,4S,5S)-3,4-dihydroxy-5-(iodomethyl)tetrahydrofuran-2-yl)-9H-purin-6-yl)-L-proline